tert-butyl 3-cyclopropyl-5-[2-(1-{3-[(dimethylamino)methyl]phenyl}pyrazol-4-yl)acetamido]pyrazole-1-carboxylate C1(CC1)C1=NN(C(=C1)NC(CC=1C=NN(C1)C1=CC(=CC=C1)CN(C)C)=O)C(=O)OC(C)(C)C